3-(tert-butyl-dimethyl-silanyloxy)-2-(3-chloro-benzyl)-propionic acid C(C)(C)(C)[Si](OCC(C(=O)O)CC1=CC(=CC=C1)Cl)(C)C